C(C)(=O)C1(CCN(CC1)C(=O)OC(C)(C)C)C tert-Butyl 4-acetyl-4-methylpiperidine-1-carboxylate